rac-N-((2S,3R)-1-(tert-butyl)-2-(4-chloro-3-fluorophenyl)pyrrolidin-3-yl)-4-(trifluoromethoxy)benzenesulfonamide C(C)(C)(C)N1[C@H]([C@@H](CC1)NS(=O)(=O)C1=CC=C(C=C1)OC(F)(F)F)C1=CC(=C(C=C1)Cl)F |r|